6-chloro-4-((4-chloro-5-fluoro-2-(N-methylmethylsulfonamido)phenyl)amino)-N-ethoxynicotinamide ClC1=NC=C(C(=O)NOCC)C(=C1)NC1=C(C=C(C(=C1)F)Cl)N(S(=O)(=O)C)C